C(C)N1C(NC2=C(C1=O)SC(=C2)CN2CCN(CC2)C=2C(=NC(=CC2)C(CC)=O)C)=O 3-ethyl-6-((4-(2-methyl-6-propionylpyridin-3-yl)piperazin-1-yl)methyl)thieno[3,2-d]pyrimidine-2,4(1H,3H)-dione